2-(4-bromophenyl)phenanthrene BrC1=CC=C(C=C1)C1=CC=2C=CC3=CC=CC=C3C2C=C1